C(C1=CC=CC=C1)N1N=C(C(=C1Br)F)C(=O)N1CCC(CC1)C(=O)NC1CCC(CC1)C (1-benzyl-5-bromo-4-fluoro-1H-pyrazole-3-carbonyl)-N-(4-methylcyclohexyl)piperidine-4-carboxamide